(S)-2-((5-(1-amino-1,3-dihydrospiro[indene-2,4'-piperidin]-1'-yl)pyrazin-2-yl)thio)-1-(p-tolyl)ethan-1-one N[C@@H]1C2=CC=CC=C2CC12CCN(CC2)C=2N=CC(=NC2)SCC(=O)C2=CC=C(C=C2)C